C=C(COC=1C=C2CN(CC2=CC1OC)C(C(=O)O)CC=O)COC=1C=C2CN(CC2=CC1OC)C(C(=O)O)CC=O 4'-(((2-methylenepropane-1,3-diyl)bis(oxy))bis(6-methoxyisoindoline-5,2-diyl))bis(4-oxobutanoic acid)